BrC=1C=C(C=2N(C1)N=CC2C#N)N2C[C@H](CC2)NC(OC(C)(C)C)=O (S)-tert-butyl (1-(6-bromo-3-cyanopyrazolo[1,5-a]pyridin-4-yl)pyrrolidin-3-yl)carbamate